ClC1=CC(=C(C(=C1)C(NC)=O)NC(=O)C1=CC(=NN1C1=C(C=CC=C1F)F)OCC)C N-(4-chloro-2-methyl-6-(methylcarbamoyl)phenyl)-3-ethoxy-1-(2,6-difluorophenyl)-1H-pyrazole-5-carboxamide